(1,6-hexanediylbis(oxymethylene))bis(1,3-dioxolan-2-one) C(CCCCCOCC1OC(OC1)=O)OCC1OC(OC1)=O